methyl ((S)-1-((3aR,4S,6aR)-4-(((S)-6,6-difluoro-1-(methylamino)-1,2-dioxoheptan-3-yl)carbamoyl)-2,2-dimethylhexahydro-5H-furo[2,3-c]pyrrol-5-yl)-3,3-dimethyl-1-oxobutan-2-yl)carbamate FC(CC[C@@H](C(C(=O)NC)=O)NC(=O)[C@@H]1[C@@H]2[C@H](CN1C([C@H](C(C)(C)C)NC(OC)=O)=O)OC(C2)(C)C)(C)F